C(C)C(CC(C(=O)[O-])(CN1C(N(C(C1=CC1=CC=CC=C1)=O)OC)=O)OC)CCCC 2-ethylhexyl-dimethoxybenzyliden-dioxoimidazolidinpropionate